1-(2-chlorothiazol-5-yl)-4,4-dimethyl-2-(1H-1,2,4-triazol-1-yl)pentane ClC=1SC(=CN1)CC(CC(C)(C)C)N1N=CN=C1